(6-(benzyloxy)-6-oxohexanoyl)glycine tert-Butyl-(1R,5S,6s)-6-((2-chloro-5-nitropyridin-4-yl)amino)-3-azabicyclo[3.1.0]hexane-3-carboxylate C(C)(C)(C)[C@]12CN(C[C@H]2[C@@H]1NC1=CC(=NC=C1[N+](=O)[O-])Cl)C(=O)O.C(C1=CC=CC=C1)OC(CCCCC(=O)NCC(=O)O)=O